N1=CC=C(C=C1)C(C(=O)OCC)=[N+]=[N-] ethyl alpha-4-pyridyldiazoacetate